phenylpropionyl-benzylamine C1(=CC=CC=C1)CCC(=O)NCC1=CC=CC=C1